BrC1=C2C(=C(N=C1)I)N(N=C2)COCC[Si](C)(C)C 4-bromo-7-iodo-1-((2-(trimethylsilyl)ethoxy)methyl)-1H-pyrazolo[3,4-c]pyridine